[(4S)-7,8-dichloro-6-(2,6-difluorophenyl)-4-methyl-4H-[1,2,4]triazolo[1,5-a][1,4]benzodiazepin-2-yl]-(3-methoxyazetidin-1-yl)methanone ClC1=C(C=CC2=C1C(=N[C@H](C=1N2N=C(N1)C(=O)N1CC(C1)OC)C)C1=C(C=CC=C1F)F)Cl